Z-2-Ethoxy-N-(2-((3-(prop-1-en-1-yl)phenyl)carbamoyl)phenyl)benzamide C(C)OC1=C(C(=O)NC2=C(C=CC=C2)C(NC2=CC(=CC=C2)\C=C/C)=O)C=CC=C1